NC(C(=O)O)CCC1=C(C=CC=C1)F 2-amino-4-(2-fluorophenyl)butanoic acid